P(=O)(OC1=C(C=CC=C1)CCCC)(OC1=C(C=CC=C1)CCCC)OC1=CC=CC=C1 di(butylphenyl) phenyl phosphate